2,5-dimethyl-2,5-di(tert.butylperoxy)hexane CC(C)(CCC(C)(OOC(C)(C)C)C)OOC(C)(C)C